4-(4-(1-(azidomethyl)cyclopropyl)piperidin-1-yl)-6,7-dimethoxyquinazoline N(=[N+]=[N-])CC1(CC1)C1CCN(CC1)C1=NC=NC2=CC(=C(C=C12)OC)OC